(3S,4R)-4-(4-bromo-5-chloro-2-methyl-pyrazol-3-yl)-N-[3-fluoro-2-(trifluoromethoxy)phenyl]-1-methyl-2-oxo-pyrrolidine-3-carboxamide BrC1=C(N(N=C1Cl)C)[C@@H]1[C@H](C(N(C1)C)=O)C(=O)NC1=C(C(=CC=C1)F)OC(F)(F)F